2-ethyl-5-formyl-4-methyl-1H-pyrrole-3-carboxylic acid methyl ester COC(=O)C1=C(NC(=C1C)C=O)CC